tert-butyl 4-((2-(5-(2-(tert-butoxy)-2-oxoethyl)-2,5-diazabicyclo[2.2.1]hept-2-yl)-4-(trifluoromethyl) benzyl) (methyl) amino)-4-methylpiperidine-1-carboxylate C(C)(C)(C)OC(CN1C2CN(C(C1)C2)C2=C(CN(C1(CCN(CC1)C(=O)OC(C)(C)C)C)C)C=CC(=C2)C(F)(F)F)=O